FC(C(=O)O)(F)F.FC(C(=O)O)(F)F.NCC(=O)NC1=C2C=3C(=C4C(=NC3C=C1)C1=CC3=C(C(N1C4)=O)COC([C@]3(O)CC)=O)CCC2 (S)-2-amino-N-(9-ethyl-9-hydroxy-10,13-dioxo-2,3,9,10,13,15-hexahydro-1H,12H-benzo[de]pyrano[3',4':6,7]indolizino[1,2-b]quinolin-4-yl)acetamide bis(2,2,2-trifluoroacetate)